(3-bromothiophene-2-yl)(4-(2-((3-phenylpropyl)amino)phenyl)piperazin-1-yl)methanone BrC1=C(SC=C1)C(=O)N1CCN(CC1)C1=C(C=CC=C1)NCCCC1=CC=CC=C1